NC1=NC(=NC=C1)C=1C(=NN(C1OCC[C@H](C)NC1=C(C=NC(=C1)Cl)C1=NC=C(C=C1F)CN1CC2(C1)CC(C2)O)C)C (S)-2-((4'-((4-((4-(4-aminopyrimidin-2-yl)-1,3-dimethyl-1H-pyrazol-5-yl)oxy)butan-2-yl)amino)-6'-chloro-3-fluoro-[2,3'-bipyridin]-5-yl)methyl)-2-azaspiro[3.3]heptan-6-ol